(2R,3R)-2-((difluoromethoxy)methyl)-5-(2,4-difluorophenyl)-3-methyl-3,4-dihydro-2H-pyrano[2,3-b]Pyridine-7-carboxamide FC(OC[C@H]1[C@@H](CC=2C(=NC(=CC2C2=C(C=C(C=C2)F)F)C(=O)N)O1)C)F